N-methylmethanaminium C[NH2+]C